COC1=CC=2C3=C(N(C2C=C1)CC1=C(C=C(C=C1)SC)OC)C=CC=N3 8-methoxy-5-(2-methoxy-4-(methylthio)benzyl)-5H-pyrido[3,2-b]indole